C1(=CC=CC=C1)C1(C=CC2=C(O1)C=1C=3C=CC=C(C3C=CC1C1=C2C(C=2C=C(C=CC21)C(F)(F)F)(C)C)OCCCC)C2=CC=C(C=C2)OCCCC 6-phenyl-6-(4-butoxyphenyl)-9,9-dimethyl-1-butoxy-11-trifluoromethyl-6H,9H-indeno[2',3':2,1]phenanthro[4,3-b]pyran